N-(3-(diethylamino)propyl)-2-(pyrimidin-4-yl)benzo[d]imidazo[2,1-b]thiazole C(C)N(CCCN1C(=CN2C1SC1=C2C=CC=C1)C1=NC=NC=C1)CC